CC1=C2N(CCN(C2=CC=C1)C=1C(N2CCCCCCOC=3C=CC=C(NC4=NC=C(C1)C2=N4)C3)=O)C(C=C)=O 17-(5-methyl-4-prop-2-enoyl-2,3-dihydroquinoxalin-1-yl)-8-oxa-2,15,21,22-tetrazatetracyclo[13.6.2.13,7.019,23]tetracosa-1(21),3,5,7(24),17,19,22-heptaen-16-one